C1(CC1)C=1C=NN2C1N=C(C=C2NC2=CC(=CC=C2)F)O[C@@H]2CNCCC2 (S)-3-cyclopropyl-N-(3-fluorophenyl)-5-((piperidin-3-yl)oxy)pyrazolo[1,5-a]pyrimidin-7-amine